Cl.Cl.N[C@@H]1CN(CC12CC2)C=2N=NC(=CN2)C2=C(C=C(C=C2)C=2C=NNC2)O 2-{3-[(7S)-7-amino-5-azaspiro[2.4]hept-5-yl]-1,2,4-triazin-6-yl}-5-(1H-pyrazol-4-yl)phenol dihydrochloride